BrC=1C(=C(C=CC1)C1=CN=C(O1)C1=CC=CC=C1)OC 5-(3-bromo-2-methoxyphenyl)-2-phenyloxazole